(S)-N'-((5-cyclopropyl-2,3-dihydro-1H-inden-4-yl)carbamoyl)-6,7-dihydro-5H-pyrazolo[5,1-b][1,3]oxazine-3-sulfonimidamide C1(CC1)C=1C(=C2CCCC2=CC1)NC(=O)N=[S@@](=O)(N)C=1C=NN2C1OCCC2